2-methyl-5-benzyloxy-benzoxazole CC=1OC2=C(N1)C=C(C=C2)OCC2=CC=CC=C2